1,1,4,4-tetraPhenyl-1,3-butadiene C1(=CC=CC=C1)C(=CC=C(C1=CC=CC=C1)C1=CC=CC=C1)C1=CC=CC=C1